NCC1=CC=C(NC2=CC=C(C=C2)N2CCC(CC2)C)C=C1 4-(aminomethyl)-N-(4-(4-methylpiperidin-1-yl)phenyl)aniline